3,5-dimethyl-1-(p-trifluoromethylphenyl)-1H-pyrazole CC1=NN(C(=C1)C)C1=CC=C(C=C1)C(F)(F)F